OC[C@@H]1CC[C@H](CC1)CS(=O)(=O)NC 1-(trans-4-(hydroxymethyl)cyclohexyl)-N-methylmethanesulfonamide